C(C)(C)(C)OC(=O)N(C)CC1=NC=CC(=C1)OB(O)O [2-({[(tert-butoxy)carbonyl](methyl)amino}methyl)pyridin-4-yl]Boric acid